C(C)N1C(C(CCC1=O)N1C(C2=CC=CC(=C2C1=O)[N+](=O)[O-])=O)=O 2-(1-Ethyl-2,6-dioxopiperidin-3-yl)-4-nitroisoindoline-1,3-dione